OC[C@@H](C1=CC=CC=C1)NC(C(C)SC1=NC=2C(=NC=CC2)N1CC1=CC=C(C=C1)OC(F)(F)F)=O N-((R)-2-Hydroxy-1-phenyl-ethyl)-2-[3-(4-trifluoromethoxy-benzyl)-3H-imidazo[4,5-b]pyridin-2-ylsulfanyl]-propionamide